NCC=1C=CC(=NC1OC)C1=C(C=C(C#N)C=C1)OC=1N(N=C(C1)C1=NC=CC=C1)C 4-[5-(aminomethyl)-6-methoxypyridin-2-yl]-3-(2-methyl-5-pyridin-2-ylpyrazol-3-yl)oxybenzonitrile